ClC=1C=C(C(=O)NC2=C(C=C(C(=C2)C=2C=NC(=NC2)N2CCOCC2)F)N2C[C@H](N(CC2)C)C)C=C(C1)Cl |r| 3,5-dichloro-N-[4-fluoro-5-(2-morpholin-4-ylpyrimidin-5-yl)-2-[rac-(3R)-3,4-dimethylpiperazin-1-yl]phenyl]benzamide